5-(chloromethyl)-3-(3-methoxy-4-nitrophenyl)isoxazole ClCC1=CC(=NO1)C1=CC(=C(C=C1)[N+](=O)[O-])OC